butanyl-piperazine C(CCC)N1CCNCC1